2-(4-(2-(2,6-dimethylpyridin-4-yl)-3-isopropyl-1H-indol-5-yl)piperidin-1-yl)-N-(2,2,2-trifluoroethyl)acetamide Methyl-2-aminoacetate HCl salt Cl.COC(CN)=O.CC1=NC(=CC(=C1)C=1NC2=CC=C(C=C2C1C(C)C)C1CCN(CC1)CC(=O)NCC(F)(F)F)C